BrC=1C=C2CC[C@@H](C2=CC1)NC(C(F)(F)F)=O (S)-N-(5-bromo-2,3-dihydro-1H-inden-1-yl)-2,2,2-trifluoroacetamide